7-[2-cyano-3-[[ethyl(methyl)sulfamoyl]amino]-6-fluorophenoxy]-2-[8-[2-[4-[4-[(2,6-dioxopiperidin-3-yl)amino]-2-fluorophenyl]piperidin-1-yl]acetyl]-8-azaspiro[4.5]decan-3-yl]quinoxaline C(#N)C1=C(OC2=CC=C3N=CC(=NC3=C2)C2CCC3(C2)CCN(CC3)C(CN3CCC(CC3)C3=C(C=C(C=C3)NC3C(NC(CC3)=O)=O)F)=O)C(=CC=C1NS(N(C)CC)(=O)=O)F